ClC1=CC=2C=3C=CC(=CC3N(C(N(C2N=C1)CC)=O)C1=C(C=C(C=C1F)NCCNCCO)F)C#N 4-chloro-10-[2,6-difluoro-4-([2-[(2-hydroxyethyl)amino]ethyl]amino)phenyl]-8-ethyl-9-oxo-6,8,10-triazatricyclo[9.4.0.02,7]pentadeca-1(11),2(7),3,5,12,14-hexaene-13-carbonitrile